S(OC1=CC=C(C=C1)\C=C\C1=CC=C(C=C1)NC(C)=O)(=O)(=O)F (E)-4-(4-acetamidostyryl)phenyl sulfurofluoridate